N-(2-(4,4-difluorocyclohexyl)-4-(2,5-difluorophenyl)-pyridin-3-yl)-2,6-dimethylisonicotinamide FC1(CCC(CC1)C1=NC=CC(=C1NC(C1=CC(=NC(=C1)C)C)=O)C1=C(C=CC(=C1)F)F)F